6-((5-(((2-((3r,5r,7r)-adamantan-1-yl)ethoxy)carbonyl)oxy)pentyl)(2-hydroxyethyl)amino)hexyl 4,4-bis(octyloxy)butanoate C(CCCCCCC)OC(CCC(=O)OCCCCCCN(CCO)CCCCCOC(=O)OCCC12CC3CC(CC(C1)C3)C2)OCCCCCCCC